dimethoxy-methyleneBenzyldioxoimidazoline ethylhexyl-propionate C(C)C(C(=O)O)(C)CCCCCC.COC=1C(=C(C(N2C=NC(C2=O)=O)=C)C=CC1)OC